4-((3-fluoropyridin-4-yl)ethynyl)-5-methyl-1-(6-methylpyridin-3-yl)-1H-imidazole-2-carboxylic acid methyl ester COC(=O)C=1N(C(=C(N1)C#CC1=C(C=NC=C1)F)C)C=1C=NC(=CC1)C